ClC1=C(C=CC=C1)C1=C(C(=CC=C1)C1=NC(=C(C=C1)CN[C@@H]1[C@H](COCC1)O)OC)Cl 2,2'-dichloro-3'-(5-((((3R,4S)-3-hydroxytetrahydro-2H-pyran-4-yl)amino)methyl)-6-methoxypyridin-2-yl)-[1,1'-biphenyl]